C(C)(C)(C)P(C1=CC(=CC=C1)OC(C(F)(F)F)(F)F)C(C)(C)C di(tert-butyl)(3-pentafluoroethoxyphenyl)phosphine